N1=NC=C(C=C1)C1=NNC(=C1)C(=O)N1CC(CC1)C1=CC(=CC=C1)OC(F)(F)F (3-pyridazin-4-yl-1H-pyrazol-5-yl)-[3-[3-(trifluoromethoxy)phenyl]pyrrolidin-1-yl]methanone